FS(=O)(=O)N1COC=C1 N-(fluorosulfonyl)oxazole